BrC1=C2C=C(NC(C2=CC=C1)=O)Cl 5-bromo-3-chloroisoquinolin-1(2H)-one